silicon-tungsten disulfide [W](=S)=S.[Si]